N-(4-methyl-3-nitrophenyl)-4-[(3,4,5-trimethoxyphenyl)amino]pyridine-2-carboxamide CC1=C(C=C(C=C1)NC(=O)C1=NC=CC(=C1)NC1=CC(=C(C(=C1)OC)OC)OC)[N+](=O)[O-]